N-(pyrimidin-5-ylmethyl)furo[2,3-d]pyrimidine-5-carboxamide N1=CN=CC(=C1)CNC(=O)C1=COC=2N=CN=CC21